trans-2-(3-(2-(4-methyl-4H-1,2,4-triazol-3-yl)cyclobutyl)phenyl)-4-(trifluoromethyl)isoindolin-1-one CN1C(=NN=C1)[C@H]1[C@@H](CC1)C=1C=C(C=CC1)N1C(C2=CC=CC(=C2C1)C(F)(F)F)=O